NC[C@H](C(=O)OCC(N1CCCC1)=O)NC(=O)OCC1=CC=CC=C1 2-Oxo-2-(pyrrolidin-1-yl)ethyl (R)-3-amino-2-(((benzyloxy)carbonyl)amino)propanoate